Methyl 2-[(1R,3R)-1-acetoxy-3-{[(2S,3S)-2-({[(2R)-1-butylpiperidin-2-yl]carbonyl}amino)-3-methylpentanoyl](methyl)amino}-4-methylpentyl]-1,3-thiazole-4-carboxylate C(C)(=O)O[C@H](C[C@H](C(C)C)N(C)C([C@H]([C@H](CC)C)NC(=O)[C@@H]1N(CCCC1)CCCC)=O)C=1SC=C(N1)C(=O)OC